4-benzoquinone manganese salt [Mn].C1(C=CC(C=C1)=O)=O